isopropyl 1-thio-beta-D-galactopyranoside S([C@H]1[C@H](O)[C@@H](O)[C@@H](O)[C@H](O1)CO)C(C)C